tert-butyl (2S)-2-([[3-(methoxycarbonyl)cyclohexyl]oxy]methyl)pyrrolidine-1-carboxylate COC(=O)C1CC(CCC1)OC[C@H]1N(CCC1)C(=O)OC(C)(C)C